C(C)=O.C1(O)=CC(O)=CC(O)=C1 phloroglucinol compound with acetaldehyde